C(#N)C1CN(C1)S(=O)(=O)N1C[C@H](CCC1)C(=O)N1[C@H](CCC1)C(=O)N[C@H]1C[C@H](C2=CC=CC=C12)CO 1-(((3S)-1-((3-cyano-1-azetidinyl)sulfonyl)-3-piperidinyl)carbonyl)-N-((1S,3r)-3-(hydroxymethyl)-2,3-dihydro-1H-inden-1-yl)-D-prolinamide